N-(1H-benzimidazol-2-ylmethyl)-8-bromo-2-[(2R or S)-2,4-dimethylpiperazin-1-yl]pyrazolo[1,5-a][1,3,5]triazin-4-amine N1C(=NC2=C1C=CC=C2)CNC2=NC(=NC=1N2N=CC1Br)N1[C@@H](CN(CC1)C)C |o1:22|